(2S,5R)-5-(2-chlorophenyl)-1-(2',3,6'-trimethoxy-[2,3'-bipyridine]-5-carbonyl)pyrrolidine-2-carboxylic acid ClC1=C(C=CC=C1)[C@H]1CC[C@H](N1C(=O)C=1C=C(C(=NC1)C=1C(=NC(=CC1)OC)OC)OC)C(=O)O